ClC=1C(=C(NC2=C(NC3=C2C(NCC3)=O)C3=C(C=NC=C3)OC[C@H]3OCC3)C=CC1)OC 3-(3-chloro-2-methoxyanilino)-2-(3-{[(2S)-oxetan-2-yl]methoxy}pyridin-4-yl)-1,5,6,7-tetrahydro-4H-pyrrolo[3,2-c]pyridin-4-one